CC1=CC2=C(N=C(S2)C2=CC=C(N)C=C2)C=C1 4-(6-methyl-1,3-benzothiazole-2-yl)aniline